N1CC(C1)N1N=C(C2=CC(=CC=C12)C(=O)OC)C methyl 1-(1,1-thiazetidin-3-yl)-3-methyl-1H-indazole-5-carboxylate